7-(4-chlorobenzyl)-1-(3-hydroxypropyl)-8-(4-isopropoxycyclohexyl)-3-methyl-3,7-dihydro-1H-purine-2,6-dione ClC1=CC=C(CN2C(=NC=3N(C(N(C(C23)=O)CCCO)=O)C)C2CCC(CC2)OC(C)C)C=C1